2-(morpholinodithio)benzothiazole O1CCN(CC1)SSC=1SC2=C(N1)C=CC=C2